N-chloro-4-amino-2,2,6,6-tetramethylpiperidine ClN1C(CC(CC1(C)C)N)(C)C